1-phenyltetrazol C1(=CC=CC=C1)N1N=NN=C1